3-diethylphosphonooxy-4-fluorotetrahydrothiophene-1,1-dioxide C(C)OP(=O)(OCC)OC1CS(CC1F)(=O)=O